C(C)C1(C=CC=C1)[Hf](N(C)C)(N(C)C)C1(C=CC=C1)CC bis(ethylcyclopentadienyl)Bis(dimethylamino)hafnium